C(C1=CC=CC=C1)OC1=NC(=CC=C1C1=CC(=C(C=C1F)N1CCC2(OCCO2)CC1)F)OCC1=CC=CC=C1 8-[4-(2,6-dibenzyloxy-3-pyridyl)-2,5-difluoro-phenyl]-1,4-dioxa-8-azaspiro[4.5]decane